C(CO)(=O)[O-].[K+] potassium glycolate